BrC=1C=C2C3(CN(C2=CC1)C(=O)C=1C=C(C=CC1)S(=O)(=O)NC(C)(C)C)CCC(CC3)C(F)(F)F 3-((1s,4s)-5'-bromo-4-(trifluoromethyl)spiro[cyclohexane-1,3'-indoline]-1'-carbonyl)-N-(tert-butyl)benzenesulfonamide